[2-(1-ethoxyvinyl)-4-fluorophenyl]methanol C(C)OC(=C)C1=C(C=CC(=C1)F)CO